C(#N)C(=CC=1C=C(CCC(=O)N[C@@H](CC2=CC=CC=C2)B(O)O)C=CC1)C1=NC=NC=C1 (R)-(1-(((3-(2-cyano-2-(pyrimidin-4-yl)vinyl)phenethyl)carbonyl)amino)-2-phenylethyl)boronic acid